2'-Fluoroguanosin F[C@@]1([C@@H](O[C@@H]([C@H]1O)CO)N1C=NC=2C(=O)NC(N)=NC12)O